(R)-3-((2-((4-cyano-4-methylisochroman-6-carboxamido)methyl)pyridin-4-yl)ethynyl)benzoic acid C(#N)[C@@]1(COCC2=CC=C(C=C12)C(=O)NCC1=NC=CC(=C1)C#CC=1C=C(C(=O)O)C=CC1)C